[(R)-1-[(3aR,4R,6R,6aR)-4-methoxy-2,2-dimethyl-3a,4,6,6a-tetrahydrofuro[3,4-d][1,3]dioxol-6-yl]-(4-bicyclo[4.2.0]octa-1,3,5-trienyl)methyl]4-phenylbenzoate CO[C@@H]1O[C@@H]([C@H]2OC(O[C@H]21)(C)C)[C@@H](C2=CC=C1CCC1=C2)OC(C2=CC=C(C=C2)C2=CC=CC=C2)=O